2-{3-(6-(1,1'-biphenyl-4-yl)dibenzothiophene-4-yl)phenyl}-4,6-bis(phenyl-d5)-1,3,5-triazine C1(=CC=C(C=C1)C1=CC=CC=2C3=C(SC21)C(=CC=C3)C=3C=C(C=CC3)C3=NC(=NC(=N3)C3=C(C(=C(C(=C3[2H])[2H])[2H])[2H])[2H])C3=C(C(=C(C(=C3[2H])[2H])[2H])[2H])[2H])C3=CC=CC=C3